(R)-4-(3-(trifluoromethoxy)phenyl)-6,6a,7,8,9,10-hexahydro-5H-pyrazino[1,2-a][1,8]naphthyridine FC(OC=1C=C(C=CC1)C=1C=2CC[C@H]3N(C2N=CC1)CCNC3)(F)F